bipyridine iron sulfate S(=O)(=O)([O-])[O-].[Fe+2].N1=C(C=CC=C1)C1=NC=CC=C1